methyl 7,7-difluoro-4-((((1s,3s)-3-methylcyclobutyl) amino) methyl)-6,7-dihydro-5H-cyclopenta[b]pyridine-2-carboxylate FC1(CCC=2C1=NC(=CC2CNC2CC(C2)C)C(=O)OC)F